5-bromo-2,6-di(1H-pyrazol-1-yl)pyrimidin BrC=1C=NC(=NC1N1N=CC=C1)N1N=CC=C1